2,5-bis(trifluoromethyl)-3,6-dioxoperfluorononanol FC(C(C(O)(F)F)(C(C(C(C(C(C(C(F)(F)F)(F)F)(F)F)=O)(C(F)(F)F)F)(F)F)=O)F)(F)F